methyl-(pyren-4-yl)silane C[SiH2]C=1C2=CC=CC3=CC=C4C=CC=C(C1)C4=C32